(4-phenyl-1,3-thiazol-2-yl)nonanamide C1(=CC=CC=C1)C=1N=C(SC1)C(C(=O)N)CCCCCCC